tert-butyl (2-((4-amino-2-((methylsulfonyl)methyl)phenyl)(methyl)amino)-2-oxoethyl)carbamate NC1=CC(=C(C=C1)N(C(CNC(OC(C)(C)C)=O)=O)C)CS(=O)(=O)C